3-(4-(tert-butyl)cyclohex-1-en-1-yl)propanal C(C)(C)(C)C1CC=C(CC1)CCC=O